ethanon-O-acetyloxim C(C)(=O)ON=CC